3-((1R,2R,3S,4R)-5-(difluoromethylene)-3-(((1-methylcyclobutyl)methyl)aminocarbonyl)bicyclo[2.2.1]hept-2-yl)-4',6,6'-trifluoro-4-methoxy-[1,1'-biphenyl]-3,3'-dicarboxamide FC(=C1[C@H]2[C@@H]([C@@H]([C@@H](C1)C2)C2(CC(=C(C=C2OC)F)C2=CC(=C(C=C2F)F)C(=O)N)C(=O)N)C(=O)NCC2(CCC2)C)F